(1R,2S,4S,5S)-4-[2-chloro-6-(methylamino)-9H-purin-9-yl]-2-(phosphonooxy)bicyclo[3.1.0]hexane-1-methanol dihydrogen phosphate P(=O)(O)(O)OC[C@@]12[C@H](C[C@@H]([C@H]2C1)N1C2=NC(=NC(=C2N=C1)NC)Cl)OP(=O)(O)O